C1(OC(C2=CC=CC=C12)=O)=O 1,3-isobenzofurandione